(E)-(2-(1-(7-methoxy-2-(2-(pyridin-3-yl)vinyl)quinazolin-4-yl)piperidin-4-yl)ethyl)phosphonic acid COC1=CC=C2C(=NC(=NC2=C1)\C=C\C=1C=NC=CC1)N1CCC(CC1)CCP(O)(O)=O